C(C)(C)(C)OC(=O)N1CCC(CC1)(CC=C)C(=O)C=C.OC1=C(C(=C(C=C1C)C)OS(=O)(=O)C1=CC=C(C)C=C1)C hydroxyl-(p-toluenesulfonyloxy)mesitylene tert-butyl-4-acryl-4-allylpiperidine-1-carboxylate